tert-butyl 4-(pyridazin-3-ylmethyl)-1,4-diazepane-1-carboxylate N1=NC(=CC=C1)CN1CCN(CCC1)C(=O)OC(C)(C)C